2-bromo-3-[2-(dimethylamino)ethyl]-1H-indol-4-yl pentanoate C(CCCC)(=O)OC1=C2C(=C(NC2=CC=C1)Br)CCN(C)C